(4-amino-3-methyl-2-oxa-8-aza-spiro[4.5]dec-8-yl)-5-(2,3-dichloro-phenyl)-3-methyl-3H-pyrrole NC1C(OCC12CCN(CC2)C2=NC(=CC2C)C2=C(C(=CC=C2)Cl)Cl)C